1-{2-[4-(piperazin-1-yl)-1H-1,2,3-triazol-1-yl]acetyl}pyrrolidine-2-carboxamide N1(CCNCC1)C=1N=NN(C1)CC(=O)N1C(CCC1)C(=O)N